IC=1C(=NC=CC1)NC(OC(C)(C)C)=O tert-butyl (3-iodopyridin-2-yl)carbamate